C(CC(=O)C)(=O)NC1=CC(=CC(=C1)C)C N-acetoacetyl-3,5-dimethylaniline